C=CC[N@@+]12[C@@H]3[C@]4(C5=CC=CC=C5N/6[C@H]4/C(=C\\N7[C@H]8/C(=C6)/[C@@H]9/C(=C\\CO)/C[N@+]4([C@H]([C@]8(C5=CC=CC=C75)CC4)C9)CC=C)/[C@@H](C3)/C(=C\\CO)/C1)CC2.[Br-].[Br-] The molecule is the bromide salt of alcuronium. It has a role as a drug allergen. It is an organic salt and an organic bromide salt. It contains an alcuronium.